2-(3-carboxy-2,5-dihydroxybenzoylamino)nicotinic acid C(=O)(O)C=1C(=C(C(=O)NC2=C(C(=O)O)C=CC=N2)C=C(C1)O)O